NC(CO)(C)C 2-amino-2-methylpropan-1-ol